ClC1=C(C(=O)NC=2C(=NNC2)C(=O)NC2CCN(CC2)CC=2C=C3CN(C(C3=CC2)=O)C2C(NC(CC2)=O)=O)C(=CC=C1)Cl 4-(2,6-Dichlorobenzamido)-N-(1-((2-(2,6-dioxopiperidin-3-yl)-1-oxoisoindoline-5-yl)methyl)piperidin-4-yl)-1H-pyrazole-3-carboxamide